OC1=C(C=C(C=C1)C=CC(CC(C=CC1=CC(=C(C=C1)O)OC)=O)=O)OC 1,7-di(4-hydroxy-3-methoxyphenyl)-1,6-heptadiene-3,5-dione